benzyl 4-(1-(tert-butoxy)-1-oxopropan-2-yl)-5,6-dihydropyridine-1(2H)-carboxylate C(C)(C)(C)OC(C(C)C1=CCN(CC1)C(=O)OCC1=CC=CC=C1)=O